Cl.O1CCN(CC1)C=1C2=C(N=C(N1)NC1=CC(=NN1)C=1C=NC=CC1)C1=C(O2)N=CC=C1 4-morpholino-N-(3-(pyridin-3-yl)-1H-pyrazol-5-yl)pyrido[3',2':4,5]furo[3,2-d]pyrimidin-2-amine hydrochloride